O1CCC(CC1)COC1=C(C=C(C=N1)S(=O)(=O)NC(C1=CC=CC=C1)=O)C(F)(F)F N-{[6-(tetrahydro-2H-pyran-4-ylmethoxy)-5-(trifluoromethyl)pyridin-3-yl]sulfonyl}benzamide